tert-butyl (1R,5S)-3-[methyl-[6-[7-pyrazol-1-yl-1-(2-trimethylsilyl ethoxymethyl)indazol-4-yl]pyridazin-3-yl]amino]-9-azabicyclo[3.3.1]-nonane-9-carboxylate CN(C1C[C@H]2CCC[C@@H](C1)N2C(=O)OC(C)(C)C)C=2N=NC(=CC2)C2=C1C=NN(C1=C(C=C2)N2N=CC=C2)COCC[Si](C)(C)C